C(/C1=CC=CC=C1)=C(\C=C\C(=O)OCC)/CCCCCC Ethyl (E)-4-((E)-benzylidene)dec-2-enoate